CC(C(=O)O)=CCCCCCC.COC(C=CCCCCCC)=O.ClC1=C(C(=O)NC2=CC(=NC=C2)C(F)(F)F)C=C(C(=C1)C1=NC=C(C=C1C#C)F)F 2-chloro-4-(3-ethynyl-5-fluoropyridin-2-yl)-5-fluoro-N-(2-(trifluoromethyl)pyridin-4-yl)benzamide methyl-2-nonenoate (methyl-2-nonenate)